FC1=C(O[P@@](=O)(OC2=CC=CC=C2)N[C@@H](CC2=CC=CC=C2)C(=O)OCC(CCCCCCCCC)CCCCCCCCC)C(=C(C(=C1F)F)F)F 2-Nonylundecyl ((S)-(perfluorophenoxy){phenoxy}phosphoryl)-L-phenylalaninate